NC1=C(C=C(C=C1F)C(=O)C1=CN=C2N1C=CC=C2Br)F (4-amino-3,5-difluorophenyl)(8-bromoimidazo[1,2-a]pyridin-3-yl)methanone